(6S,7S,10R,13S)-7-hydroxy-6-(hydroxymethyl)-10,13-dimethyl-3-(5-(methylamino)pentylidene)tetradecahydro-1H-cyclopenta[a]phenanthren-17(2H)-one O[C@@H]1[C@@H](C2CC(CC[C@@]2(C2CC[C@@]3(C(CCC3C12)=O)C)C)=CCCCCNC)CO